C1(CC1)N1N=C2C(N(C(N([C@@H]2C)C2CCN(CC2)C2=C(C=CC=C2C)F)=O)CC2=C(C=CC=C2)C2CC2)=C1 (R)-2-Cyclopropyl-4-(2-cyclopropyl-benzyl)-6-[1-(2-fluoro-6-methyl-phenyl)-piperidin-4-yl]-7-methyl-2,4,6,7-tetrahydro-pyrazolo[4,3-d]pyrimidin-5-on